FC(C(=O)OCCC1=C(C=CC=C1Br)OC1=CC(=CC(=C1)C)F)F [6-bromo-2-(3-fluoro-5-methylphenoxy)phenyl]ethyl difluoroacetate